2,4-dichloro-7-(trifluoromethyl)thieno[3,2-d]Pyrimidine ClC=1N=C(C2=C(N1)C(=CS2)C(F)(F)F)Cl